ClC=1C=C(C=C(C1)C=1C=NC=CC1)C1=NC(=NC(=N1)C1=CC=CC=C1)C1=CC=CC=C1 2-(3-chloro-5-(pyridin-3-yl)phenyl)-4,6-diphenyl-1,3,5-triazine